FC(C=1C(=C(C=CC1)[C@@H](C)NC1=CC(=NC2=CC(=C(C=C12)N1CCS(CC1)(=O)=O)OC)C)F)F (R)-4-(4-((1-(3-(difluoromethyl)-2-fluorophenyl)ethyl)amino)-7-methoxy-2-methylquinoline-6-yl)thiomorpholine 1,1-dioxide